(3S)-3-[(tert-butoxycarbonyl)amino]-4-hydroxybutanoic acid C(C)(C)(C)OC(=O)N[C@@H](CC(=O)O)CO